C1=C(C=CC2=CC=CC=C12)C1=C(C=C(C=C1)B1OC(C(O1)(C)C)(C)C)C1=NC(=NC(=N1)C1=CC=CC=C1)C1=CC=CC=C1 2-(2-(naphthalen-2-yl)-5-(4,4,5,5-tetramethyl-1,3,2-dioxaborolan-2-yl)phenyl)-4,6-diphenyl-1,3,5-triazine